OC12CC(CC3OC3C=CC(OC(CC=CC=CC=CC=CCCC(C(C(C1)O)C(=O)O)O2)C)=O)O 1,3,26-trihydroxy-12-methyl-10-oxo-6,11,28-trioxatricyclo[22.3.1.05,7]Octacosa-8,14,16,18,20-pentaene-25-carboxylic acid